FC=1C(=NC(=CC1C=1NC2=CC=C(C=C2C1C(C)C)C1CCN(CC1)C(CNC)=O)C)C 1-(4-(2-(3-fluoro-2,6-dimethylpyridin-4-yl)-3-isopropyl-1H-indol-5-yl)piperidin-1-yl)-2-(methylamino)ethan-1-one